F[B-](F)(F)F.C(CCCCCCCCCCCCCCC)N1C(N(C=C1)C)C 1-hexadecyl-2,3-dimethylimidazole tetrafluoroborate